1,4-bis(2-(4-(4-vinylphenoxy)-3,5-dimethylphenyl)propane-2-yl)benzene C(=C)C1=CC=C(OC2=C(C=C(C=C2C)C(C)(C)C2=CC=C(C=C2)C(C)(C)C2=CC(=C(C(=C2)C)OC2=CC=C(C=C2)C=C)C)C)C=C1